5-(4-chloro-2-fluoro-phenyl)-2,3-dimethyl-7-(3-(5-oxo-3-pyrrolidinyl)-1-piperidinyl)-pyrido[4,3-d]pyrimidin-4(3H)-one ClC1=CC(=C(C=C1)C1=NC(=CC=2N=C(N(C(C21)=O)C)C)N2CC(CCC2)C2CNC(C2)=O)F